O=C1NC(=CC(=C1)C(=O)O)C(F)(F)F 2-Oxo-6-(trifluoromethyl)-1,2-dihydropyridine-4-carboxylic acid